FC(C(=O)O)(F)F.ClC=1C2=CN(N=C2C=CC1C1=NNC2=NC(=CN=C21)N2CCC1([C@@H](C=3N(N=CC3)C1)N)CC2)C (S)-1-(3-(4-chloro-2-methyl-2H-indazol-5-yl)-1H-pyrazolo[3,4-b]pyrazin-6-yl)-4'H,6'H-spiro[piperidine-4,5'-pyrrolo[1,2-b]pyrazol]-4'-amine (trifluoroacetate)